2'-methyl-2'-deoxyuridine-5'-triphosphate P(O)(=O)(OP(=O)(O)OP(=O)(O)O)OC[C@@H]1[C@H]([C@H]([C@@H](O1)N1C(=O)NC(=O)C=C1)C)O